O=C1NC(CCC1C1=NC=CC(=C1F)C1=CC=C(CNC(C2=NC=C(C=C2C)C=2N=CC3=C(C=CC=C3C2)C2=C3C=C(C(N(C3=CC(=C2)CC)C)=O)C)=O)C=C1)=O N-(4-(2-(2,6-Dioxopiperidin-3-yl)-3-fluoropyridin-4-yl)benzyl)-5-(8-(7-ethyl-1,3-dimethyl-2-oxo-1,2-dihydroquinolin-5-yl)isoquinolin-3-yl)-3-methylpicolinamide